tetraisopropyl-1,2-propylenediamine C(C)(C)N(CC(C)N(C(C)C)C(C)C)C(C)C